C1(CC1)C1=NC(=C(C(=O)N)C=C1C)NC=1C=NC=C(C1)CCNC([C@H](C)NC)=O (S)-6-cyclopropyl-5-methyl-2-((5-(2-(2-(methylamino)propanamido)ethyl)pyridin-3-yl)amino)nicotinamide